(9S)-9-[4-(3-chloro-4-fluorophenoxy)phenyl]-3,4,6,7,8,9-hexahydropyrido[2,1-c][1,2,4]thiadiazine 2,2-dioxide ClC=1C=C(OC2=CC=C(C=C2)[C@@H]2CCCN3C2=NS(CC3)(=O)=O)C=CC1F